ClC1=C2C(N3C(=NC2=CC=C1)CC1=CC(=CC=C13)[N+](=O)[O-])=O 1-chloro-8-nitro-6H-indolo[2,1-b]quinazolin-12-one